4-amino-1-((2R,3S,4R,5R)-5-ethyl-3-fluoro-4-hydroxy-5-(hydroxymethyl)tetrahydrofuran-2-yl)pyrimidin-2(1H)-one NC1=NC(N(C=C1)[C@@H]1O[C@@]([C@H]([C@@H]1F)O)(CO)CC)=O